CS(=O)(=O)C[C@@H]1CC[C@H](CO1)NC(OC(C)(C)C)=O Tert-butyl {(3R,6S)-6-[(methylsulfonyl)methyl]tetrahydro-2H-pyran-3-yl}carbamate